CN1N=C(C(=C1)S(=O)(=O)NC=1SC(=C(N1)C1=C(C=CC=C1)C(F)(F)F)C1=CC(=CC=C1)[C@H]1C[C@H](CC1)OC(F)(F)F)C 1,3-dimethyl-N-[5-[3-[(1R,3S)-3-(trifluoromethoxy)cyclopentyl]phenyl]-4-[2-(trifluoromethyl)phenyl]-1,3-thiazol-2-yl]pyrazole-4-sulfonamide